tert-butyl 2-fluoro-8-phenyl-6-azaspiro[3.4]octane-6-carboxylate FC1CC2(C1)CN(CC2C2=CC=CC=C2)C(=O)OC(C)(C)C